C1=CC=CC(CCC1)[Pt] 5-cyclooctadienyl-platinum